(1R,2S,5R)-2-Hydroxy-2,6,6-trimethylbicyclo[3.1.1]heptan-3-one O[C@]1([C@H]2C([C@@H](CC1=O)C2)(C)C)C